NC=1C(=NC=NC1Cl)NC=1C=C(C=CC1N1CCN(CC1)C)N1N=NC(=C1)C(=O)N(C)C 1-(3-((5-amino-6-chloropyrimidin-4-yl)amino)-4-(4-methylpiperazin-1-yl)phenyl)-N,N-dimethyl-1H-1,2,3-triazole-4-carboxamide